OCC1=CC=C(C=C1)C=1N=C2N(C=CC(=C2)C2=CC=CC=C2)C1NC1=CC=C(C(=O)OC)C=C1 Methyl 4-((2-(4-(hydroxymethyl)phenyl)-7-phenylimidazo[1,2-a]pyridin-3-yl)amino)benzoate